NC1=CC=C(C=C1)C=1N=C2N(C(=NC=C2)N)C1C1=CC=C(C=C1)OC1=NC=CC=N1 2-(4-aminophenyl)-3-(4-(pyrimidin-2-yloxy)phenyl)imidazo-[1,2-c]pyrimidin-5-amine